triazolo[1,5-c]pyrimidine N1=NC=C2N1C=NC=C2